2,5-dimethyl-2,5-di(tert-butylpropyl)hexane methyl-3-[6-[[(3S,4S)-1-allyloxycarbonyl-4-fluoro-3-piperidyl]amino]-2-pyridyl]imidazo[1,2-a]pyridine-7-carboxylate COC(=O)C1=CC=2N(C=C1)C(=CN2)C2=NC(=CC=C2)N[C@H]2CN(CC[C@@H]2F)C(=O)OCC=C.CC(C)(CCC(C)(C(CC)C(C)(C)C)C)C(CC)C(C)(C)C